FC1=C(C=CC(=C1)F)C1=NC(=NC2=C1N=C(N(C2=O)C)C)N2C[C@@H](O[C@@H](C2)C2=CC(=NC=C2)C)C 8-(2,4-Difluorophenyl)-2,3-dimethyl-6-((2s,6r)-2-methyl-6-(2-methylpyridin-4-yl)morpholino)pyrimido[5,4-d]pyrimidin-4(3H)-one